C1CCC12N(CCC2)CCC(=O)NC=2C=C(C(=NC2)C)NC(=O)C=2C=C1C(=NC2)N(C(=C1)C=1C=NN(C1)C)COCC[Si](C)(C)C N-(5-(3-(5-azaspiro[3.4]octan-5-yl)propanamido)-2-methylpyridin-3-yl)-2-(1-methyl-1H-pyrazol-4-yl)-1-((2-(trimethylsilyl)ethoxy)methyl)-1H-pyrrolo[2,3-b]pyridine-5-carboxamide